FC1=C(C(=CC(=C1)OC1CN(C1)CC(C)C)F)[C@H]1[C@@H](N(CC=2C3=C(C=CC12)NN=C3)C)CC(C)C (6S,7S)-6-(2,6-difluoro-4-((1-isobutylazetidin-3-yl)oxy)phenyl)-7-isobutyl-8-methyl-6,7,8,9-tetrahydro-3H-pyrazolo[3,4-H]isoquinoline